(3-butyl-5-(diaminomethylene)-4,6-dioxo-2-thioxotetrahydropyrimidin-1(2H)-yl)-1,3-diazadispiro[4.1.57.15]tridecane-2,4-dione C(CCC)N1C(N(C(C(C1=O)=C(N)N)=O)N1C(NC(C12CC1(CCCCC1)C2)=O)=O)=S